(4-(1-(2-((tert-butyldimethylsilyl)oxy)ethyl)-3-phenyl-1H-pyrazol-4-yl)-7-methoxypyrido[3,2-d]pyrimidin-6-yl)-1-(trifluoromethyl)-1H-pyrazole-4-carboxamide [Si](C)(C)(C(C)(C)C)OCCN1N=C(C(=C1)C=1C2=C(N=CN1)C=C(C(=N2)C2=NN(C=C2C(=O)N)C(F)(F)F)OC)C2=CC=CC=C2